FCCCCCC=1C=C(C=2C3C(C(OC2C1)(C)C)CC=C(C3)C)O 3-(5-Fluoropentyl)-6,6,9-trimethyl-6a,7,10,10a-tetrahydrobenzo[c]chromen-1-ol